1-(7-bromo-3,4-dihydroisoquinolin-2(1H)-yl)-3-hydroxy-3-methylbutan-1-one BrC1=CC=C2CCN(CC2=C1)C(CC(C)(C)O)=O